5-{[1-(4-chlorophenyl)-1H-pyrazol-3-yl]oxy}-2-(methoximino)-N,3-dimethyl-pent-3-enamide ClC1=CC=C(C=C1)N1N=C(C=C1)OCC=C(C(C(=O)NC)=NOC)C